N1CC(C1)N1C([C@H]2N(C(C1)=O)CC[C@H](C2)C2=C(C(=CC=C2O)Cl)Cl)=O (8R,9aS)-2-(azetidin-3-yl)-8-(2,3-dichloro-6-hydroxyphenyl)-octahydro-1H-pyrido[1,2-a]pyrazine-1,4-dione